BrC1=CC(=NC2=CC=CC=C12)CC1C(C(=NO1)C1=CC=CC=C1)(C)C 5-((4-bromoquinolin-2-yl)methyl)-4,4-dimethyl-3-phenyl-4,5-dihydroisoxazole